C(C1=CC=CC=C1)OC(=O)NC1(CCCC1)C(=O)N([C@H](C(=O)N([C@@H](CC(=O)OC(C)(C)C)C(=O)N(C)C)C)C1CCCC1)C tert-butyl (3S)-3-[[(2S)-2-[[1-(benzyloxycarbonylamino)-cyclopentanecarbonyl]-methyl-amino]-2-cyclopentyl-acetyl]-methyl-amino]-4-(dimethylamino)-4-oxo-butanoate